2,4-Dimethyl-3-cyclohexen-1-carboxaldehyde CC1C(CCC(=C1)C)C=O